BrC=1C=C2C(OC3(CCOCC3)C2=CC1)=O 5-bromo-2',3',5',6'-tetrahydro-3H-spiro[isobenzofuran-1,4'-pyran]-3-one